CC1(COC=2C1=NC(=CC2C(C)N2C[C@H](CCC2)C)C(=O)OC)C methyl 3,3-dimethyl-7-{1-[(3S)-3-methylpiperidin-1-yl] ethyl}-2H-furo[3,2-b]pyridine-5-carboxylate